4-(2,6-difluorobenzyl)-2-(3-phenoxycyclopentyl)-2,4-dihydro-3H-1,2,4-triazol-3-one FC1=C(CN2C(N(N=C2)C2CC(CC2)OC2=CC=CC=C2)=O)C(=CC=C1)F